C(=O)=C(C(=O)O)C carbonylPropionic acid